CC1CC=CCC2CCC2CN2CC3(COC4=CC=C(C(NS(N1)(=O)=O)=O)C=C24)CCCC2=CC=CC=C23 11'-METHYL-3,4-DIHYDRO-2H,15'H-SPIRO[NAPHTHALENE-1,22'-[20]OXA[13]THIA[1,12,14]TRIAZATETRACYCLO[14.7.2.03,6.019,24]PENTACOSA[8,16,18,24]TETRAEN]-15'-ONE 13',13'-DIOXIDE